C1=NC=C(C2=CC=CC=C12)N1C(N(C[C@H]1C#N)C1=NC=C(C=N1)C(F)(F)F)=O (S)-3-(isoquinolin-4-yl)-2-oxo-1-(5-(trifluoromethyl)pyrimidin-2-yl)imidazoline-4-carbonitrile